heptadecafluoron-octyl-naphthalene Methyl-2-[9-(2-acetoxyacetyl)-1,9-diazatricyclo[6.3.1.04,12]dodeca-2,4(12),5,7-tetraen-2-yl]-7-methoxy-1-methyl-benzimidazole-5-carboxylate COC(=O)C1=CC2=C(N(C(=N2)C=2N3CCN(C4=CC=CC(C2)=C34)C(COC(C)=O)=O)C)C(=C1)OC.FC(C(C(C(C(C(C(F)(F)C1=CC=CC3=CC=CC=C13)(F)F)(F)F)(F)F)(F)F)(F)F)(C(F)(F)F)F